ClC1=CC=C(C=C1)[C@@]1(N(C(C2=CC(=CC(=C12)F)C(C)(C1=NN(C=C1)C)O)=O)CC1=NC=C(C=C1)Cl)OC (3R)-3-(4-Chlorophenyl)-2-[(5-chloropyridin-2-yl)methyl]-4-fluoro-6-[1-hydroxy-1-(1-methyl-1H-pyrazol-3-yl)ethyl]-3-methoxy-2,3-dihydro-1H-isoindol-1-on